ClC=1C=CC(=C(C1)O)N1N=C2N=C(C=CC2=C1)N[C@H]1CN(CCC1)C (R)-5-chloro-2-(6-((1-methylpiperidin-3-yl)amino)-2H-pyrazolo[3,4-b]pyridin-2-yl)phenol